C1(=CC=CC=2OC3=C(C21)C=CC=C3)B3OC(C(O3)(C)C)(C)C 2-(dibenzo[b,d]furan-1-yl)-4,4,5,5-tetramethyl-1,3,2-dioxaborolan